C1(CC1)C1=CC(=C(C=2CCCC12)N)C1=CC(=NC=C1)OC 7-cyclopropyl-5-(2-methoxypyridin-4-yl)-2,3-dihydro-1H-inden-4-amine